CN(C(C)=O)C=1NC(C=2SC(=C3OCCCC1C23)C=2C=NNC2)=O N-methyl-N-(3-oxo-1-(1H-pyrazol-4-yl)-4,6,7,8-tetrahydro-3H-9-oxa-2-thia-4-azabenzo[cd]azulen-5-yl)acetamide